C(C1=CC=CC=C1)N1N=NC(=C1)CN (1-benzyl-1H-1,2,3-triazol-4-yl)methylamine